ClC=1C=C2C(=NC(=NC2=C(C1C1=C2C=NNC2=CC=C1C)F)OCCCN1CCOCC1)N1CCN(CC1)C(C=C)=O 1-(4-(6-chloro-8-fluoro-7-(5-methyl-1H-indazol-4-yl)-2-(3-morpholinopropoxy)quinazolin-4-yl)piperazin-1-yl)prop-2-en-1-one